6-methoxy-N-(oxetan-3-yl)-2-(pyrrolidin-1-yl)-7-(3-(pyrrolidin-1-yl)prop-1-yn-1-yl)quinazolin-4-amine COC=1C=C2C(=NC(=NC2=CC1C#CCN1CCCC1)N1CCCC1)NC1COC1